5-amino-1,3,4-oxadiazole-2-carboxylate NC1=NN=C(O1)C(=O)[O-]